C[C@H]1[C@@H]2C([C@@H](CC1)C2)(C)C (1R,2R,3R,5S)-2,6,6-trimethylbicyclo[3.1.1]heptan